ClC=1C=C(C=CC1Cl)C(CN1C=NC=C1)O 1-(3,4-dichlorophenyl)-2-(1H-imidazol-1-yl)ethan-1-ol